FC1=C(C=CC(=C1)F)C1=CC(=NO1)C(=O)N1[C@H](C2=C([C@@](C1)(C=1C=NN(C1)C)C)C=CS2)C |r| [5-(2,4-difluorophenyl)isoxazol-3-yl]-[rac-(4S,7S)-4,7-dimethyl-4-(1-methylpyrazol-4-yl)-5,7-dihydrothieno[2,3-c]pyridin-6-yl]methanone